(E)-3,7,11-trimethyl-dodeca-6,10-dien-1-yl benzoate C(C1=CC=CC=C1)(=O)OCCC(CC\C=C(\CCC=C(C)C)/C)C